4-(4-methylpiperidin-1-yl)-3-(trifluoromethyl)aniline CC1CCN(CC1)C1=C(C=C(N)C=C1)C(F)(F)F